tert-butyl N-[2-[3-[[1-(1,3-benzothiazol-2-yl)-2-(3-carbamimidoylphenyl)ethyl]sulfamoyl]anilino]-2-oxo-ethyl]-N-methyl-carbamate S1C(=NC2=C1C=CC=C2)C(CC2=CC(=CC=C2)C(N)=N)NS(=O)(=O)C=2C=C(NC(CN(C(OC(C)(C)C)=O)C)=O)C=CC2